OC=1C=C(C2=C(OC(OC2=O)C)C1C1=C(C=CC(=C1)C)C(=C)C)CCCCC 7-hydroxy-2-methyl-8-(5-methyl-2-(prop-1-en-2-yl)phenyl)-5-pentyl-4H-benzo[d][1,3]dioxin-4-one